5-methoxy-2-(4-methoxymethoxy-3,5-dimethylphenyl)-7-[2-(pyridin-3-ylmethoxy)-ethoxy]-3H-quinazolin-4-one COC1=C2C(NC(=NC2=CC(=C1)OCCOCC=1C=NC=CC1)C1=CC(=C(C(=C1)C)OCOC)C)=O